tert-butyl 4-[7-({8-fluoro-2-methylimidazo[1,2-a]pyridin-6-yl}carbamoyl)-2-(3-oxocyclobutyl)indazol-4-yl]piperazine-1-carboxylate FC=1C=2N(C=C(C1)NC(=O)C1=CC=C(C3=CN(N=C13)C1CC(C1)=O)N1CCN(CC1)C(=O)OC(C)(C)C)C=C(N2)C